N-(2-methylbutyl)amidosulfuric acid CC(CNS(O)(=O)=O)CC